tert-butyl (3-(2,7-bis((2-(2-(2-(2-azidoethoxy)ethoxy)ethoxy)ethyl)carbamoyl)-9H-carbazol-9-yl)propyl)carbamate N(=[N+]=[N-])CCOCCOCCOCCNC(=O)C1=CC=2N(C3=CC(=CC=C3C2C=C1)C(NCCOCCOCCOCCN=[N+]=[N-])=O)CCCNC(OC(C)(C)C)=O